CC([C@@H](C(=O)N1C(CC(C1)O)C(=O)N)NC(COC1CCNCC1)=O)(C)C ((S)-3,3-dimethyl-2-(2-(piperidin-4-yloxy)acetamido)butyryl)-4-hydroxypyrrolidine-2-carboxamide